9-(7-chlorodibenzo[b,d]thiophen-1-yl)-9H-carbazole ClC1=CC2=C(C3=C(S2)C=CC=C3N3C2=CC=CC=C2C=2C=CC=CC32)C=C1